Tert-butyl N-[(2S)-4-carbamoyl-1-[2-fluoro-3-(4-hydroxybut-1-yn-1-yl)phenoxy]butan-2-yl]carbamate C(N)(=O)CC[C@@H](COC1=C(C(=CC=C1)C#CCCO)F)NC(OC(C)(C)C)=O